NCCCN(CCCCCCCCC(=O)OC(CC)CCCCC)CCCCCCCCC(=O)OC(CC)CCCCC di(octan-3-yl) 9,9'-((3-aminopropyl)azanediyl)dinonanoate